Methyl (2S)-4-cyclohexylpyrrolidine-2-carboxylate C1(CCCCC1)C1C[C@H](NC1)C(=O)OC